BrC=1C=C2C(=CN1)N(N=C2I)COCC[Si](C)(C)C 2-[(5-bromo-3-iodo-pyrazolo[3,4-C]pyridin-1-yl)methoxy]ethyl-trimethyl-silane